P(=O)(O)(O)O[C@H]1C[C@@H](O[C@@H]1CO)N1C(=O)NC(=O)C=C1 deoxyuridine 3'-phosphate